C1(CC1)N1CCC(CC1)C=1N=C2C(=NC1)N(C=C2C2CCN(CC2)C(=O)OC(C)(C)C)COCC[Si](C)(C)C tert-Butyl 4-[2-(1-cyclopropyl-4-piperidyl)-5-(2-trimethylsilylethoxymethyl)pyrrolo[2,3-b]pyrazin-7-yl]piperidine-1-carboxylate